DI-Acetyl-lysine C(C)(=O)N([C@@H](CCCCN)C(=O)O)C(C)=O